N-(5-hydroxy-1,3,4-thiadiazol-2-yl)-5'-methoxy-2',6-dimethyl-[4,4'-bipyridine]-3-carboxamide OC1=NN=C(S1)NC(=O)C=1C=NC(=CC1C1=CC(=NC=C1OC)C)C